(1R,3R)-cyclobutane-1,3-dicarboxylic acid C1(CC(C1)C(=O)O)C(=O)O